CC1(CCN(CC1)C1=NC=C(N=C1)SC1=CC(=CC=C1)NC(C1=CC=C(C=C1)N1CCC(CC1)=O)=O)OC(NC(C)(C)C)=O (4-Methyl-1-(5-((3-(4-(4-oxopiperidin-1-yl)benzamido)phenyl)thio)pyrazin-2-yl)piperidine-4-yl)tert-butylcarbamate